5-chloro-2-methyl-N-((1r,4r)-4-((2-oxo-3-(4-oxo-3,4-dihydroquinazolin-7-yl)-2,3-dihydro-1H-benzo[d]imidazol-1-yl)methyl)cyclohexyl)nicotinamide ClC=1C=NC(=C(C(=O)NC2CCC(CC2)CN2C(N(C3=C2C=CC=C3)C3=CC=C2C(NC=NC2=C3)=O)=O)C1)C